N1=CC=C2N1CC=CN2 4,7-dihydropyrazolo[1,5-a]pyrimidine